O1C(COCC1)COC1=CC(=C(C(=N1)CCC1=CC=C(C=C1)OCCCS(=O)(=O)C)CC)O 6-((1,4-Dioxan-2-yl)methoxy)-3-ethyl-2-(4-(3-(methylsulfonyl)-propoxy)phenethyl)-pyridin-4-ol